BrC[C@H]1N(S(C2=C(N(C1)C1=CC=CC=C1)C=C(C(=C2)C=2C=CC(=C(C(=O)O)C2)F)Cl)(=O)=O)C (S)-5-(3-(bromomethyl)-7-chloro-2-methyl-1,1-dioxido-5-phenyl-2,3,4,5-tetrahydrobenzo[f][1,2,5]thiadiazepin-8-yl)-2-fluorobenzoic acid